2-(2,3-dichlorophenyl)-6-(hydroxymethyl)pyridin-3-ol ClC1=C(C=CC=C1Cl)C1=NC(=CC=C1O)CO